2-chloro-1-(2-(4-cyclopropyl-6-methoxypyrimidin-5-yl)-4-((4-(1-methyl-4-(trifluoromethyl)-1H-imidazol-2-yl)benzyl)amino)-7,8-dihydropyrido[4,3-d]pyrimidin-6(5H)-yl)ethan-1-one ClCC(=O)N1CC2=C(N=C(N=C2NCC2=CC=C(C=C2)C=2N(C=C(N2)C(F)(F)F)C)C=2C(=NC=NC2OC)C2CC2)CC1